1-(2-chloro-6-fluoropyridin-3-yl)ethyl (4-(5-(1-cyanocyclopropane-1-carboxamido)pyridin-2-yl)-1-methyl-1H-1,2,3-triazol-5-yl)carbamate C(#N)C1(CC1)C(=O)NC=1C=CC(=NC1)C=1N=NN(C1NC(OC(C)C=1C(=NC(=CC1)F)Cl)=O)C